C(=O)O.CC1=NC2=C(N1)C(=CC=C2)N2CCN(CC2)CCC2OC(C1(C2)CCN(CC1)S(=O)(=O)C)=O 3-(2-(4-(2-methyl-1H-benzo[d]imidazol-7-yl)piperazin-1-yl)ethyl)-8-(methylsulfonyl)-2-oxa-8-azaspiro[4.5]decan-1-one formate